1,4-Anhydro-ribitol C1[C@H](O)[C@H](O)[C@H](O1)CO